Cl.Cl.N1CCC(CC1)COC[C@H](N)C(=O)OCC1=CC(=NC(=C1)Cl)Cl (2,6-Dichloropyridin-4-yl)methyl O-(piperidin-4-ylmethyl)-L-serinate dihydrochloride